4-((2S,3R,5S)-3-(4-fluoro-2-methoxy-3-methylphenyl)-5-methyl-5-(trifluoromethyl)tetrahydrofuran-2-carboxamido)picolinamide FC1=C(C(=C(C=C1)[C@@H]1[C@H](O[C@@](C1)(C(F)(F)F)C)C(=O)NC1=CC(=NC=C1)C(=O)N)OC)C